CN1C(N(C2=C1C=CC(=C2)[N+](=O)[O-])C[C@H]2N(CCC2)CC(F)(F)F)=O (S)-1-methyl-5-nitro-3-((1-(2,2,2-trifluoroethyl)pyrrolidin-2-yl)methyl)-1,3-dihydro-2H-benzo[d]imidazol-2-one